CN1C2=C(SC(C1=O)CC(=O)N1CCN(CC1)C)N=CC=C2 1-methyl-3-(2-(4-methylpiperazin-1-yl)-2-oxoethyl)-1H-pyrido[2,3-b][1,4]thiazin-2(3H)-one